ClC=1C=C(C=C(C1)Cl)C=1C=CC=C2C(=C(C=NC12)NC(=O)[C@H]1CCOC2=CC=CC=C12)N1CCOCC1 (4S)-N-[8-(3,5-dichlorophenyl)-4-morpholino-3-quinolinyl]chroman-4-carboxamide